C(CCC)NC1=C(CNC(OC(C)(C)C)=O)C=CC=C1 tert-butyl (2-(butylamino)benzyl)carbamate